NC=1N=C(SC1C(=O)C=1C=NC(=CC1)OC(F)F)N(C1=CC(=C(C=C1)OC(F)(F)F)Cl)C(C(=O)N)C [N-[4-amino-5-[6-(difluoromethoxy)pyridine-3-carbonyl]thiazol-2-yl]-3-chloro-4-(trifluoromethoxy)anilino]propanamide